3-methacryloxypropyl[tris(beta-methoxyethoxy)]silane C(C(=C)C)(=O)OCCC[Si](OCCOC)(OCCOC)OCCOC